N4-[3-[tert-butyl-(dimethyl)silyl]Oxycyclobutyl]-6-chloro-pyrimidine-4,5-diamine C(C)(C)(C)[Si](OC1CC(C1)NC1=NC=NC(=C1N)Cl)(C)C